ClC=1C(=NC=C(C1)C(F)(F)F)C1=NC=2C(=NC=C(C2)I)N1C 2-(3-chloro-5-trifluoromethyl-pyridin-2-yl)-6-iodo-3-methyl-3H-imidazo[4,5-b]pyridine